(R)-1-((Z)-((R)-3-(4-chlorophenyl)-4-phenyl-4,5-dihydro-1H-pyrazol-1-yl)(((4-chlorophenyl)sulfonyl)imino)methyl)pyrrolidine-3-sulfonamide ClC1=CC=C(C=C1)C1=NN(C[C@H]1C1=CC=CC=C1)\C(\N1C[C@@H](CC1)S(=O)(=O)N)=N/S(=O)(=O)C1=CC=C(C=C1)Cl